N[C@H](CC1=CC2=NC=CC(=C2S1)NCC=1OC=CC1)C 2-[(2S)-2-aminopropyl]-7-{[(furan-2-yl)methyl]amino}thieno[3,2-b]pyridine